tert-butyl N-[2-[[4-(3-bromophenyl)thiazol-2-yl]amino]-2-oxoethyl]carbamate BrC=1C=C(C=CC1)C=1N=C(SC1)NC(CNC(OC(C)(C)C)=O)=O